(4-((2-chloro-1H-imidazol-1-yl)methyl)phenyl)-5-isobutyl-4-methyl-N-(pyrimidin-2-yl)thiophene-2-sulfonamide ethyl-4-(2-iodophenyl)-1H-pyrrole-2-carboxylate C(C)OC(=O)C=1NC=C(C1)C1=C(C=CC=C1)I.ClC=1N(C=CN1)CC1=CC=C(C=C1)C1=C(SC(=C1C)CC(C)C)S(=O)(=O)NC1=NC=CC=N1